N-(2-ethylhexyl)amine C(C)C(CN)CCCC